N(=[N+]=[N-])CC[C@@H](C(=O)O)NC(CCCCCCCCCCCCCCCCC(=O)OC(C)(C)C)=O (S)-4-azido-2-(18-(tert-butoxy)-18-oxooctadecanoylamino)butyric acid